bis(cyclopentadienyl)-zirconium monobromide monohydride [H-].[Br-].C1(C=CC=C1)[Zr+2]C1C=CC=C1